trans-2-[4-(4-chlorophenyl)-5-(4-pyridin-2-yloxycyclohexyl)-1,2,4-triazol-3-yl]-N,N-dimethyl-ethanamine ClC1=CC=C(C=C1)N1C(=NN=C1[C@@H]1CC[C@H](CC1)OC1=NC=CC=C1)CCN(C)C